CN(/C=C/C(C(OC)OC)=O)C (3e)-4-(dimethylamino)-1,1-dimethoxybut-3-en-2-one